(2S,3R,4S,5R)-3-(2-ethyl-3,4-difluoro-phenyl)-4,5-dimethyl-5-(trifluoromethyl)tetrahydrofuran C(C)C1=C(C=CC(=C1F)F)[C@@H]1CO[C@]([C@H]1C)(C(F)(F)F)C